NC1=CC=C(C=C1)N 1,4-diaminobenzene